N-hydroxy-2-(2-methoxy-5-(methyl-(2-methylquinazolin-4-yl)amino)phenyl)-3-methylbutanamide ONC(C(C(C)C)C1=C(C=CC(=C1)N(C1=NC(=NC2=CC=CC=C12)C)C)OC)=O